CC(CCCCOC(C(Br)(Br)Br)=O)=C tribromoacetic acid (5-methyl-5-hexenyl) ester